NC/C(/CN1N=CN(C1=O)CC1=CC=C(S1)C=1C=C2C=CC(NC2=C(C1)C)=O)=C\F 6-[5-[[1-[(E)-2-(aminomethyl)-3-fluoro-allyl]-5-oxo-1,2,4-triazol-4-yl]methyl]-2-thienyl]-8-methyl-1H-quinolin-2-one